C(C1=CC=CC=C1)N1CCC(CC1)CC(=O)N1CCC(CC1)OS(=O)(=O)C 1-(1-benzyl-4-piperidylacetyl)-4-methanesulfonyloxypiperidine